C(C1=CC=CC=C1)SC=1C=C(C=2N(C1)C(=CN2)C=2SC(=NN2)C(F)F)F 2-(6-(Benzylthio)-8-fluoroimidazo[1,2-a]pyridin-3-yl)-5-(difluoromethyl)-1,3,4-thiadiazole